C(C)(C)(C)[C@@H]1CC=2C=C3C(=NC2CC1)SC(=N3)C(=O)N[C@H](CCN3CCC(CC3)O)C3=CC(=CC=C3)C(NCCN3CCOCC3)=O |r| rac-(7S)-7-tert-butyl-N-[rac-(1R)-3-(4-hydroxy-1-piperidyl)-1-[3-(2-morpholinoethylcarbamoyl)phenyl]propyl]-5,6,7,8-tetrahydrothiazolo[5,4-b]quinoline-2-carboxamide